C(#N)[C@@H]1C[C@@]2(CN1C([C@H](CC(C)C)N(C(=O)C=1NC3=C(C(=CC(=C3C1)F)F)F)C)=O)C(NC1=CC=C(C=C12)[2H])=O N-((S)-1-((3R,5'S)-5'-cyano-2-oxospiro[indoline-3,3'-pyrrolin]-1'-yl-5-d)-4-methyl-1-oxopentan-2-yl)-4,6,7-trifluoro-N-methyl-1H-indole-2-carboxylic acid amide